6,8-dioxo-1,3,4,6,8,12a-hexahydro-12H-[1,4]oxazino[3,4-c]pyrido[2,1-f][1,2,4]triazine-12-carboxylate O=C1N2C(N(N3C1=CC(C=C3)=O)C(=O)[O-])COCC2